[K+].O1NC(=CC=C1)C(=O)[O-] oxazinate potassium